IC=1C=C(OC2=CC=C(C[C@H](N)C(=O)O)C=C2I)C=CC1O 3',5-diiodothyronine